CC=1C(=NC=CC1)P(C1=C(C=CC=C1)C=C[Si](C)(C)C)(C1=CC=CC=C1)=O (3-methylpyridin-2-yl)(phenyl)(2-(2-(trimethylsilyl)vinyl)phenyl)phosphine oxide